(S)-[2-[4-(1,3-oxazol-2-yl)benzenesulfonyl]-1H,2H,3H-pyrrolo[3,4-c]pyridin-6-yl][3-(piperazin-1-yl)phenyl]methanol hydrochloride salt Cl.O1C(=NC=C1)C1=CC=C(C=C1)S(=O)(=O)N1CC=2C=NC(=CC2C1)[C@@H](O)C1=CC(=CC=C1)N1CCNCC1